OCC1CC(C1)N1N=CC(=C1)C=1C=NC2=CC=C(C=C2N1)C1CN(C1)C(=O)OC(C)(C)C tert-butyl 3-(3-(1-(3-(hydroxymethyl)cyclobutyl)-1H-pyrazol-4-yl)quinoxalin-6-yl)azetidine-1-carboxylate